OCCN1CCN(CC1)C1=CC(=NC=2N1N=C(C2C=2C=C(C=CC2)C#CCCCCCNC(OC(C)(C)C)=O)C)C2=CC=CC=C2 Tert-butyl (7-(3-(7-(4-(2-hydroxyethyl)piperazin-1-yl)-2-methyl-5-phenyl-pyrazolo[1,5-a]pyrimidin-3-yl)phenyl)hept-6-yn-1-yl)carbamate